[Si](C)(C)(C(C)(C)C)OCCOC1=C(C=CC(=C1)F)N1C(=C(C2=C1C=C1C=NN(C1=C2)C(C(C)(C)C)=O)C2=C(C=C(C(=O)OC)C=C2)O)C(C)C methyl 4-[5-[2-[2-[tert-butyl(dimethyl)silyl]oxyethoxy]-4-fluoro-phenyl]-1-(2,2-dimethylpropanoyl)-6-isopropyl-pyrrolo[2,3-f]indazol-7-yl]-3-hydroxy-benzoate